(S)-1-(2-((2-(2,4-difluoro-6-methoxyphenyl)pyrimidin-4-yl)amino)-5-(1-(2,2-difluoroethyl)-1H-pyrazol-4-yl)pyridin-4-yl)piperidin-3-ol FC1=C(C(=CC(=C1)F)OC)C1=NC=CC(=N1)NC1=NC=C(C(=C1)N1C[C@H](CCC1)O)C=1C=NN(C1)CC(F)F